ClC1=CC(=C(C=C1)NC=1C=NC=C(C1C)CC1=C(C(=NC=C1)S(=O)(=O)C)F)F N-(4-chloro-2-fluorophenyl)-5-[(3-fluoro-2-methanesulfonylpyridin-4-yl)methyl]-4-methylpyridin-3-amine